3-(2-fluoro-4-methylsulfonyl-anilino)-5-(methylamino)-6-(3-methylimidazo[4,5-c]pyridin-7-yl)pyrazine-2-carboxamide lithium di-n-butoxide [O-]CCCC.[O-]CCCC.[Li+].FC1=C(NC=2C(=NC(=C(N2)NC)C=2C3=C(C=NC2)N(C=N3)C)C(=O)N)C=CC(=C1)S(=O)(=O)C.[Li+]